ClC1=C(C=C(C=C1)N1CC2(C=3C1=NC=CN3)CCC2)F 5'-(4-chloro-3-fluorophenyl)-5',6'-dihydrospiro[cyclobutane-1,7'-pyrrolo[2,3-b]pyrazine]